FC1=CC=C(C=C1)C(N1CCN(CC1)C1=CC(N(C=2C=CC(=NC12)C#N)C)=O)C1=CC=C(C=C1)F 8-{4-[bis(4-fluorophenyl)methyl]piperazin-1-yl}-5-methyl-6-oxo-5,6-dihydro-1,5-naphthyridine-2-carbonitrile